ClC1=C(C=C(C=2C([C@@]3([C@@H](CC(C=C3OC)=O)C)OC21)=O)OC)C(=O)NNC(C(C)(C)O)=O (2S,5'R)-7-chloro-N'-(2-hydroxy-2-methyl-propanoyl)-1',4-dimethoxy-5'-methyl-3,3'-dioxo-spiro[benzofuran-2,6'-cyclohexene]-6-carbohydrazide